(S)-8-chloro-6-(((6-fluoro-2-methylpyridin-3-yl)(1-(1-(pyrrolidine-1-carbonyl)cyclopropyl)-1H-1,2,3-triazol-4-yl)methyl)amino)-4-(neopentylamino)quinoline-3-carbonitrile ClC=1C=C(C=C2C(=C(C=NC12)C#N)NCC(C)(C)C)N[C@H](C=1N=NN(C1)C1(CC1)C(=O)N1CCCC1)C=1C(=NC(=CC1)F)C